FC(C=1C(=C=C=C2C(C(C12)O)(F)F)OC=1C=C(C(=O)N)C=C(C1)F)F 3-{5-difluoromethyl-8,8-difluoro-7-hydroxybicyclo[4.2.0]octa-1,3,5-triene-2-enyloxy}-5-fluorobenzamide